BrC=1SC(=CN1)N1CCOCC1 4-(2-bromo-1,3-thiazol-5-yl)morpholine